N-(biphenyl-4-yl)-9,9'-spirobifluorene-2-amine C1(=CC=C(C=C1)NC1=CC=2C3(C4=CC=CC=C4C2C=C1)C1=CC=CC=C1C=1C=CC=CC13)C1=CC=CC=C1